Ethyl 1-(4-(difluoromethyl) phenyl)-4-methyl-1H-1,2,3-triazole-5-carboxylate FC(C1=CC=C(C=C1)N1N=NC(=C1C(=O)OCC)C)F